1-(4-chlorophenyl)-1H-pyrazol-3-yl-3-cyclopropyl-1-(thiazol-2-yl)-1H-pyrazole-4-carboxylate ClC1=CC=C(C=C1)N1N=C(C=C1)C1=C(C(=NN1C=1SC=CN1)C1CC1)C(=O)[O-]